C(C)(C)(C)C1=CC=C(NC(CN2CCCC2)(C)C)C=C1 4-(Tert-butyl)-N-(2-methyl-1-(pyrrolidin-1-yl)propan-2-yl)aniline